C(C(C)C)N1CC2=CC=C3C(=C2CC1C)OC(N3)=O 7-isobutyl-8-methyl-6,7,8,9-tetrahydrooxazolo[5,4-f]isoquinolin-2(3H)-one